NC1=NC(=NC=C1C=1N=CN(C1)[C@H]1[C@]([C@@H]([C@H](O1)CO)O)(C)F)C (2R,3R,4R,5R)-5-(4-(4-amino-2-methylpyrimidin-5-yl)-1H-imidazol-1-yl)-4-fluoro-2-(hydroxymethyl)-4-methyltetrahydrofuran-3-ol